C(CCC(=O)O)(=O)O.C(C)N(CCC1=CNC2=CC=C(C=C12)F)C N-ethyl-2-(5-fluoro-1H-indol-3-yl)-N-methylethan-1-amine mono-succinate